1-(5-(5-chloro-2-methoxypyridin-4-yl)-1H-pyrazole-3-carbonyl)-N-((3,3-dimethyl-2-oxoindolin-5-yl)methyl)piperidine-4-carboxamide ClC=1C(=CC(=NC1)OC)C1=CC(=NN1)C(=O)N1CCC(CC1)C(=O)NCC=1C=C2C(C(NC2=CC1)=O)(C)C